tert-butyl 2-[[1-[2-(2,6-dioxo-3-piperidyl)-1-oxo-isoindolin-5-yl]azetidin-3-yl]methyl]-2,7-diazaspiro[3.5]nonane-7-carboxylate O=C1NC(CCC1N1C(C2=CC=C(C=C2C1)N1CC(C1)CN1CC2(C1)CCN(CC2)C(=O)OC(C)(C)C)=O)=O